2,2'-[(3,3'-dichloro[1,1'-biphenyl]-4,4'-diyl)bis(azo)]bis[N-(2-methylphenyl)-3-oxobutanamide] ClC=1C=C(C=CC1N=NC(C(=O)NC1=C(C=CC=C1)C)C(C)=O)C1=CC(=C(C=C1)N=NC(C(=O)NC1=C(C=CC=C1)C)C(C)=O)Cl